C(C)(C)(C)N(C(O)=O)C=1N=CC2=CC(=C(C=C2C1)N1CCN(CC1)C1(COCC1)C)C.COP1(=NP(=NP(=N1)(CC)F)(CC)F)CC methoxydifluoro-triethyl-cyclotriphosphazene tert-butyl-(7-methyl-6-(4-(3-methyltetrahydrofuran-3-yl)piperazin-1-yl)isoquinolin-3-yl)carbamate